tert-butyl 4-[5-ethoxycarbonyl-4-methyl-1-(2-trimethylsilylethoxymethyl)imidazol-2-yl]-3-oxo-piperazine-1-carboxylate C(C)OC(=O)C1=C(N=C(N1COCC[Si](C)(C)C)N1C(CN(CC1)C(=O)OC(C)(C)C)=O)C